4-amino-7-cyclopropyl-1-(2-methylpyridin-3-yl)pyrido[2,3-d]pyrimidin-2-one NC=1C2=C(N(C(N1)=O)C=1C(=NC=CC1)C)N=C(C=C2)C2CC2